C(C)(C)(C)C1=CC=C(CN2N=C(N(C2=O)CC)CCCC=2C=C(C=CC2)C2=CC=C(C=C2)C2(CC2)C(=O)O)C=C1 1-(3'-(3-(1-(4-(tert-butyl)benzyl)-4-ethyl-5-oxo-4,5-dihydro-1H-1,2,4-triazol-3-yl)propyl)-[1,1'-biphenyl]-4-yl)cyclopropanecarboxylic acid